CC1=C(OCC(=O)OCC)C(=CC(=C1)CN1CCN(CC1)CC1=CC=C(C=C1)C(F)(F)F)C Ethyl 2-(2,6-dimethyl-4-((4-(4-(trifluoromethyl)benzyl)piperazin-1-yl)methyl)phenoxy)acetate